C(C)(C)C1C=C(C=C(C1)C)CCC=O 3-(3-isopropyl-5-methyl-cyclohex-1,5-dien-1-yl)propanal